C1(CCC1)N1CCN(CC1)C1=CC=C(C=C1)C1=CC2=C(C(=N1)C)N=C(N2C)C2=CC=C(C=C2)S(=O)(=O)C 6-(4-(4-cyclobutylpiperazin-1-yl)phenyl)-1,4-dimethyl-2-(4-(methylsulfonyl)phenyl)-1H-imidazo[4,5-c]pyridine